C1(CCCCCCCCCCC1)C(CO)C 2-cyclododecylpropan-1-ol